N-(5-methylthiophene-2-yl)benzamide CC1=CC=C(S1)NC(C1=CC=CC=C1)=O